2,3-Dimethoxy-12-(2-(piperidin-1-yl)ethyl)-[1,3]dioxolo[4',5':4,5]benzo[1,2-c]phenanthridin-13(12H)-one COC=1C=C2C(N(C=3C4=C(C=CC3C2=CC1OC)C=C1C(=C4)OCO1)CCN1CCCCC1)=O